4-(3-(cyclobutylmethyl)-1-(6-methoxypyridin-3-yl)-1H-pyrrolo[3,2-b]pyridin-6-yl)-3,5-dimethylisoxazole C1(CCC1)CC1=CN(C=2C1=NC=C(C2)C=2C(=NOC2C)C)C=2C=NC(=CC2)OC